C(#N)C1=C(C=C(C=N1)N1C(N(C(C1=O)(C)C)CCC(=O)OCC)=S)OC ethyl 3-(3-(6-cyano-5-methoxypyridin-3-yl)-5,5-dimethyl-4-oxo-2-thioxoimidazolidin-1-yl)propanoate